C(#CC)P(SC1CS(CC1)(=O)=O)C#CC 3-dipropynylphosphinothiotetrahydrothiophene-1,1-dioxide